C[C@@H]1NC2=CC=C3C(=C2CC1)N=C(N3CCN3CCN(CC3)C)CCN3N=CC=C3 (7S)-7-Methyl-3-[2-(4-methylpiperazin-1-yl)ethyl]-2-[2-(1H-pyrazol-1-yl)ethyl]-3H,6H,7H,8H,9H-imidazo[4,5-f]chinolin